ClC1=C(CN(S(=O)(=O)C2=CC=C(C=C2)NC(=O)C2C(C2)C2=CC=NC=C2)CC2=CC=C(C=C2)F)C=CC=C1 N-(4-(N-(2-chlorobenzyl)-N-(4-fluorobenzyl)sulfamoyl)phenyl)-2-(pyridin-4-yl)cyclopropane-1-carboxamide